ClC1=NC=CC(=C1)NC(=O)C=1C2=C(N=C(N1)N1C=NC=C1)C=CN2 N-(2-chloropyridin-4-yl)-2-(1H-imidazol-1-yl)-5H-pyrrolo[3,2-d]pyrimidine-4-carboxamide